methyl 2-{2'-chloro-5'-methoxy-6-methyl-[4,4'-bipyridine]-3-amido}-1,3-benzothiazole-6-carboxylate ClC1=NC=C(C(=C1)C1=C(C=NC(=C1)C)C(=O)NC=1SC2=C(N1)C=CC(=C2)C(=O)OC)OC